CC(/C=C/C1CN(CC1)C(C=C)=O)(C)C1=CC=C(C=C1)C(F)(F)F (E)-1-(3-(3-methyl-3-(4-(trifluoromethyl)phenyl)but-1-en-1-yl)pyrrolidin-1-yl)prop-2-en-1-one